C(C)(=O)OCCCCCCCCCC\C=C\CCI (11E)-14-iodo-11-tetradecenyl acetate